NCCCCCN1N=C2C(=N1)C=CC=C2 2-(5-amino-pentyl)-benzotriazol